3-cyclopentyl-alanine C1(CCCC1)C[C@H](N)C(=O)O